C(C)(C)(C)OC(=O)N1CC2(N(C3=NC(=CC=C3CC2)C)CC2=CC=C(C=C2)OC)CC1C 1'-(4-methoxybenzyl)-5,7'-dimethyl-3',4'-dihydro-1'h-spiro[pyrrolidine-3,2'-[1,8]naphthyridine]-1-carboxylic acid tert-butyl ester